2-[3-[[3-(3,5-dimethylpyrazol-1-yl)-6-oxopyridazin-1-yl]methyl]azetidin-1-yl]pyridine-3-carbonitrile CC1=NN(C(=C1)C)C1=NN(C(C=C1)=O)CC1CN(C1)C1=NC=CC=C1C#N